3-(2-bromo-6-fluorophenyl)-3-hydroxybutanoic acid BrC1=C(C(=CC=C1)F)C(CC(=O)O)(C)O